NC=1C=C(C(=C2CCC(C(C12)=O)NC(OCC1C2=CC=CC=C2C=2C=CC=CC12)=O)OC)F (9H-fluoren-9-yl)methyl (8-amino-6-fluoro-5-methoxy-1-oxo-1,2,3,4-tetrahydronaphthalen-2-yl)carbamate